zirconium sodium phosphate copper [Cu+2].P(=O)([O-])([O-])[O-].[Na+].[Zr+4]